1-[(4,8-dichloro(2-quinolyl))amino]-3,4-dimethylazoline-2,5-dione ClC1=CC(=NC2=C(C=CC=C12)Cl)NN1C(C(=C(C1=O)C)C)=O